N-hydroxy-9-oxo-2-(trifluoromethyl)-9H-indeno[2,1-d]pyrimidine-7-carboxamide ONC(=O)C1=CC=2C(C=3N=C(N=CC3C2C=C1)C(F)(F)F)=O